COC=1C=C(C=CC1OC)C=1NC2=CC=C(C=C2C1C(C)C)OCC(=O)NC1C2CC[C@H](CC1)N2C 2-((2-(3,4-Dimethoxyphenyl)-3-isopropyl-1H-indol-5-yl)oxy)-N-((5S)-8-methyl-8-azabicyclo[3.2.1]octan-2-yl)acetamid